FC(C=1C(=NC(=NC1)NC=1C(=NN(C1)C1CCN(CC1)C)C)NCCCN1C(CC1)=O)F 1-(3-((5-(Difluoromethyl)-2-((3-methyl-1-(1-methylpiperidin-4-yl)-1H-pyrazol-4-yl)amino)pyrimidin-4-yl)amino)propyl)azetidin-2-on